BrCC=1C=C(C=C(C1)CBr)CCO 2-(3,5-bis(bromomethyl)phenyl)ethane-1-ol